FC1([C@@H]([C@@H](N(C1)C(C(C)(C)O)=O)CC=1C(=C(C=CC1)C1=C(C(=CC=C1)F)F)F)NS(=O)(=O)C)F N-{(2S,3R)-4,4-difluoro-1-(2-hydroxy-2-methylpropanoyl)-2-[(2,2',3'-trifluoro[1,1'-biphenyl]-3-yl)methyl]pyrrolidin-3-yl}-methanesulfonamide